C(C)C1N(C2=CC=C(C=C2CC1)CC)S(=O)(=O)C(C1=C(C=CC=C1)OCCSC)O ((2,6-diethyl-3,4-dihydroquinolin-1(2H)-yl)sulfonyl)-2-(2-(methylsulfanyl)ethoxy)benzyl alcohol